4-(3-bromoprop-1-en-1-yl)-1-fluoro-2-(trifluoromethyl)benzene BrCC=CC1=CC(=C(C=C1)F)C(F)(F)F